(S)-5-((4-(1-(3-(hydroxymethyl)-1,7-naphthyridin-8-yl)indol-4-yl)-2,3-dihydro-1H-inden-1-yl)amino)-3-methoxy-6-(trifluoromethyl)pyrazine-2-carbaldehyde OCC=1C=NC2=C(N=CC=C2C1)N1C=CC2=C(C=CC=C12)C1=C2CC[C@@H](C2=CC=C1)NC=1N=C(C(=NC1C(F)(F)F)C=O)OC